4-chloro-6-(4-fluorophenyl)pteridine ClC1=NC=NC2=NC=C(N=C12)C1=CC=C(C=C1)F